C(CCCC)OCCCCCNNC(=O)C1=CC=C(CC2=C(C(=O)N)C=CC=C2)C=C1 (4-(2-(5-(pentyloxy)pentyl)hydrazine-1-carbonyl)benzyl)benzamide